ClC=1C=C2C(=C3C1NC(NC31CCCCC1)=O)OC(=N2)C(=O)N2CCN(CC2)CC(F)(F)F 5-chloro-2-[4-(2,2,2-trifluoroethyl)piperazine-1-carbonyl]-7,8-dihydro-6H-spiro[[1,3]oxazolo[5,4-f]quinazoline-9,1'-cyclohexane]-7-one